C(CC)C1CCC=2N(C1)C=C(N2)C(=O)N 6-propyl-5,6,7,8-tetrahydroimidazo[1,2-a]pyridine-2-carboxamide